FC(C(=O)O)(F)F.BrC=1C=C(C=CC1N1CC(CC1)C#N)S(=O)(=O)N(CC(=O)N1CCOCC1)C 3-bromo-4-(3-cyanopyrrolidin-1-yl)-N-methyl-N-(2-morpholino-2-oxoethyl)benzenesulfonamide trifluoroacetate salt